O=C1NC(COC1)=O 3,5-dioxomorpholin